Methyl-1-(2-((tert-butoxycarbonyl)amino)ethyl)-4-(2-chloro-5-methylpyrimidin-4-yl)-1H-pyrrole-2-carboxylate COC(=O)C=1N(C=C(C1)C1=NC(=NC=C1C)Cl)CCNC(=O)OC(C)(C)C